9-chloro-6-((4,6-dimethyl-2-oxo-1,2-dihydropyridin-3-yl)methyl)-2-(trans-4-(ethylamino)cyclohexyl)-2,4-dimethyl-7,8-dihydro-[1,3]dioxolo[4,5-g]isoquinolin-5(6H)-one ClC=1C=2CCN(C(C2C(=C2C1OC(O2)(C)[C@@H]2CC[C@H](CC2)NCC)C)=O)CC=2C(NC(=CC2C)C)=O